N1C(=CC=2C=NC=CC21)CNC(CN2C(=NC=C(C2=O)NCCCC2=CC=C(C=C2)S(=O)(=NC#N)C)C2=CC=CC=C2)=O N-((1H-pyrrolo[3,2-c]pyridine-2-yl)methyl)-2-(5-((3-(4-(N-cyano-S-methylsulfonimidoyl)phenyl)propyl)amino)-6-oxo-2-phenylpyrimidin-1(6H)-yl)acetamide